7-(2-((2r,3aR,5s,6aS)-5-acetylaminooctahydropentalene-2-carboxamido)-5-chloropyridin-4-yl)-2,2-dimethyl-2,3-dihydro-1H-pyrrolizine-5-carboxamide C(C)(=O)NC1C[C@H]2CC(C[C@H]2C1)C(=O)NC1=NC=C(C(=C1)C=1C=C(N2CC(CC12)(C)C)C(=O)N)Cl